3-(triisopropylsilyl)propiolamide C(C)(C)[Si](C#CC(=O)N)(C(C)C)C(C)C